(4-(4-(3H-imidazo[4,5-b]pyridin-7-yl)-1H-pyrazol-1-yl)phenyl)-2-cyclopropylacetonitrile N1=CNC2=NC=CC(=C21)C=2C=NN(C2)C2=CC=C(C=C2)C(C#N)C2CC2